pentafluorophenol sodium salt [Na].FC1=C(C(=C(C(=C1O)F)F)F)F